C(C(=O)[C@@H](C(=O)[O-])O)OP(=O)([O-])[O-] The molecule is a hydroxy monocarboxylic acid anion obtained by deprotonation of the carboxy and phosphate OH groups of (S)-2-hydroxy-3-oxo-4-(phosphonooxy)butanoic acid; major species at pH 7.3. It is a hydroxy monocarboxylic acid anion, an organophosphate oxoanion and a 3-oxo monocarboxylic acid anion. It is a conjugate base of a (S)-2-hydroxy-3-oxo-4-(phosphonooxy)butanoic acid. It is an enantiomer of a (R)-2-hydroxy-3-oxo-4-(phosphonatooxy)butanoate(3-).